4'-((propane-1,3-diylbis(oxy))bis(6-methoxyisoindoline-5,2-diyl))bis(4-oxobutanoic acid) C(CCOC=1C=C2CN(CC2=CC1OC)C(C(=O)O)CC=O)OC=1C=C2CN(CC2=CC1OC)C(C(=O)O)CC=O